8-methoxy-2-methyl-5-octylquinolin-4(1H)-one COC=1C=CC(=C2C(C=C(NC12)C)=O)CCCCCCCC